2-(8-Pentanoyl-2,8-diazaspiro[4.5]decan-2-yl)benzonitrile C(CCCC)(=O)N1CCC2(CCN(C2)C2=C(C#N)C=CC=C2)CC1